COC1=CC=C(C=C1)C(=O)C1=CC=C(C=C1)N1CCCCC1 (4-methoxyphenyl)-[(4-piperidin-1-yl)phenyl]methanone